N(=[N+]=[N-])CC(=O)N[C@H]1C(O)O[C@@H]([C@H]([C@@H]1O)O)CO N-Azidoacetylglucosamine